4-PHENYLBENZOPHENONE C1(=CC=CC=C1)C1=CC=C(C(=O)C2=CC=CC=C2)C=C1